N-(6-(5-chloro-6-fluoro-7-((R)-3-hydroxypyrrolidin-1-yl)-1H-indazol-4-yl)imidazo[1,2-a]pyrazin-2-yl)-2-fluorocyclopropane-1-carboxamide ClC=1C(=C2C=NNC2=C(C1F)N1C[C@@H](CC1)O)C=1N=CC=2N(C1)C=C(N2)NC(=O)C2C(C2)F